tert-butyl 3-(2-(3-(((S)-2-(((benzyloxy)carbonyl)amino)-4-phenylbutanamido)methyl)-4-methoxyphenoxy)ethyl)piperidine-1-carboxylate C(C1=CC=CC=C1)OC(=O)N[C@H](C(=O)NCC=1C=C(OCCC2CN(CCC2)C(=O)OC(C)(C)C)C=CC1OC)CCC1=CC=CC=C1